C(CCCCCC(C(=O)[O-])CCCCCCCC(CCCCCCCC)O)C(C(=O)[O-])CCCCCCCC(CCCCCCCC)O Hexan-1,6-diyl-bis(10-hydroxyoctadecanoat)